N-(1-cyanocyclopropyl)-8-(4-(3-(dimethylamino)propanoyl)piperazin-1-yl)-3-(5-(trifluoromethyl)-1,3,4-thiadiazol-2-yl)imidazo[1,5-a]pyridine-6-sulfonamide C(#N)C1(CC1)NS(=O)(=O)C=1C=C(C=2N(C1)C(=NC2)C=2SC(=NN2)C(F)(F)F)N2CCN(CC2)C(CCN(C)C)=O